2-(methoxymethyl)pyrrolo[1,2-c]pyrimidin-1(2H)-one COCN1C(N2C(C=C1)=CC=C2)=O